BrCC=1C=CC(=C2COCC12)C1=C(C=CC=C1)S(=O)(=O)N(COC)C1=NOC(=C1C)C 2-(7-(Bromomethyl)-1,3-dihydroisobenzofuran-4-yl)-N-(4,5-dimethylisoxazol-3-yl)-N-(methoxymethyl)benzenesulfonamide